C1(CC1)S(=O)(=O)NC=1SC=C(N1)C(C(=O)NC1=C(C=C(C=C1)C1=NC(=CN=C1)OC)F)(C)C 2-(2-(cyclopropanesulfonamido)thiazol-4-yl)-N-(2-fluoro-4-(6-methoxypyrazin-2-yl)phenyl)-2-methylpropanamide